N-[1-(2,4-dichlorophenyl)-1-methoxypropan-2-yl]-3-(difluoromethyl)-1-methyl-1H-pyrazole-4-amide ClC1=C(C=CC(=C1)Cl)C(C(C)NC(=O)C=1C(=NN(C1)C)C(F)F)OC